5-(dimethylamino)-1H-benzo[d]imidazole-2(3H)-thione CN(C1=CC2=C(NC(N2)=S)C=C1)C